2-((6-((((9H-fluoren-9-yl)methoxy)carbonyl)amino)-1-oxo-1-(perfluorophenoxy)hexan-2-yl)amino)-2-oxoethane-1-sulfonic acid C1=CC=CC=2C3=CC=CC=C3C(C12)COC(=O)NCCCCC(C(OC1=C(C(=C(C(=C1F)F)F)F)F)=O)NC(CS(=O)(=O)O)=O